1-(2-((2-((2'-chloro-2-fluoro-[1,1'-biphenyl]-3-yl)amino)-2-oxoethyl)(cyclopropyl)amino)-2-oxoethyl)-1H-indazole-3-carboxamide ClC1=C(C=CC=C1)C1=C(C(=CC=C1)NC(CN(C(CN1N=C(C2=CC=CC=C12)C(=O)N)=O)C1CC1)=O)F